C1([C@H](O)C[C@@H](O)[C@H](O1)CO)C1OCCCC1 3-deoxygalactosyloxane